C12(CC3CC(CC(C1)C3)C2)NCCCCNC2=CC=C(C=C2)NC2C(NC(CC2)=O)=O 3-((4-((4-((adamantan-1-yl)amino)butyl)amino)phenyl)amino)piperidine-2,6-dione